Isocyanato-methyl-trimethoxysilan N(=C=O)CO[Si](OC)(OC)C